2-[(tert-butyldimethylsilyl)oxy]-1-(3-chlorophenyl)ethanol [Si](C)(C)(C(C)(C)C)OCC(O)C1=CC(=CC=C1)Cl